3-{6-[4-({1-[2-(2,6-dioxopiperidin-3-yl)-1-oxo-2,3-dihydro-1H-isoindol-5-yl]azetidin-3-yl}methyl)piperazin-1-yl]pyridin-3-yl}-4-oxo-3,4-dihydroquinazolin O=C1NC(CCC1N1C(C2=CC=C(C=C2C1)N1CC(C1)CN1CCN(CC1)C1=CC=C(C=N1)N1C=NC2=CC=CC=C2C1=O)=O)=O